N-[(1S)-1-(2,4-Difluorophenyl)ethyl]-2-(4-methyl-2-oxo-1H-quinolin-3-yl)acetamide FC1=C(C=CC(=C1)F)[C@H](C)NC(CC=1C(NC2=CC=CC=C2C1C)=O)=O